(S)-3-fluoro-4-((1-(3-(1-methyl-1H-pyrazol-5-yl)phenoxy)propan-2-yl)oxy)benzonitrile FC=1C=C(C#N)C=CC1O[C@H](COC1=CC(=CC=C1)C1=CC=NN1C)C